5-chloro-1'-[2-(2-fluoro-4-methanesulfonylphenoxy)ethyl]-1,2-dihydrospiro[indole-3,4'-piperidin]-2-one ClC=1C=C2C(=CC1)NC(C21CCN(CC1)CCOC1=C(C=C(C=C1)S(=O)(=O)C)F)=O